S(N)(=O)(=O)C1=CC=C(C=C1)NC(C1=CC=CC=C1)=O N-(4-sulfamoylphenyl)benzamide